C(C)(C)NC(O[C@@H]1CC[C@H](CC1)C(N(C[C@@H]1CC[C@H](CC1)C1=CC(=C(C=C1)OC)C)C1=CC(=CC=C1)C=1C=NN(C1)C1CC1)=O)=O trans-4-((3-(1-Cyclopropyl-1H-pyrazol-4-yl)phenyl)((trans-4-(4-methoxy-3-methylphenyl)cyclohexyl)methyl)carbamoyl)cyclohexyl isopropylcarbamate